N[C@@H]1CC=C(C1)C(=O)OC methyl (4R)-4-aminocyclopent-1-ene-1-carboxylate